ClC1=CC=C(C(=N1)C(=O)OC)N[C@H](C)C1=CC(=CC=2C=3N(C(=NC12)CC)C=C(N3)C#CC)C (R)-methyl 6-chloro-3-(1-(5-ethyl-9-methyl-2-(prop-1-ynyl)imidazo[1,2-c]quinazolin-7-yl)ethylamino)picolinate